FC1(C[C@H](N(C1)C(=O)OC(C)(C)C)C1=NN(C=N1)C1=NC=C(C=C1F)NC(=O)N(C)C1=C(C(=CC=C1)C(F)(F)F)F)F tert-butyl (S)-4,4-difluoro-2-(1-(3-fluoro-5-(3-(2-fluoro-3-(trifluoromethyl)phenyl)-3-methylureido)pyridin-2-yl)-1H-1,2,4-triazol-3-yl)pyrrolidine-1-carboxylate